phospho-manganite P(=O)(=O)[Mn](=O)([O-])[O-]